OC1COCC1 3-hydroxytetrahydrofuran